2-(4-(benzyloxy)phenyl)-8-iodo-5,7-dimethoxy-4H-chromen-4-one C(C1=CC=CC=C1)OC1=CC=C(C=C1)C=1OC2=C(C(=CC(=C2C(C1)=O)OC)OC)I